methyl 5-amino-9-methyl-2-(pyridin-2-yl)-7-(2-(4-(pyrimidin-2-yl) piperazin-1-yl) ethyl)-7H-pyrrolo[3,2-e][1,2,4]triazolo[1,5-c]pyrimidine-8-carboxylate NC1=NC2=C(C=3N1N=C(N3)C3=NC=CC=C3)C(=C(N2CCN2CCN(CC2)C2=NC=CC=N2)C(=O)OC)C